FC=1C=C(C=CC1)NC1=C(N=C2N1C=C(N=C2)N2CCOCC2)C=2C=CC=1N(C2)C(=NN1)C N-(3-fluorophenyl)-2-(3-methyl-[1,2,4]triazolo[4,3-a]pyridin-6-yl)-6-morpholinoimidazo[1,2-a]pyrazin-3-amine